N-(Pyridin-2-ylmethyl)-1H-indole-1-carboxamide N1=C(C=CC=C1)CNC(=O)N1C=CC2=CC=CC=C12